CN1N=CC(=C(C1=O)C)N[C@@H]1C[C@@H](CN(C1)C)C1=CC=C(C=C1)CN1CCN(CC1)C=1C=C2C(N(C(C2=CC1F)=O)C1C(NC(CC1)=O)=O)=O 5-[4-[[4-[(3R,5R)-5-[(1,5-dimethyl-6-oxo-pyridazin-4-yl)amino]-1-methyl-3-piperidyl]phenyl]methyl]piperazin-1-yl]-2-(2,6-dioxo-3-piperidyl)-6-fluoro-isoindoline-1,3-dione